2-(1-phenylpiperidin-4-yl)ethan-1-ol C1(=CC=CC=C1)N1CCC(CC1)CCO